C(C)(C)N1C(=NN=C1)C1=CC=CC(=N1)NC(C1=C(C=CC(=C1)OCCOC)[N+](=O)[O-])=O N-(6-(4-isopropyl-4H-1,2,4-triazol-3-yl)pyridin-2-yl)-5-(2-methoxyethoxy)-2-nitrobenzamide